C(C)N(CCOC)CC N,N-diethyl-N-2-methoxyethylamine